FCC(CN(CCC(C(=O)O)NC(C1=C(C=C(C=C1F)F)F)=O)CCCCC1=NC=2NCCCC2C=C1)OC 4-[[3-fluoro-2-methoxy-propyl]-[4-(5,6,7,8-tetrahydro-1,8-naphthyridin-2-yl)butyl]amino]-2-[(2,4,6-trifluorobenzoyl)amino]butanoic acid